methyl 5,6-dimethoxy-2-methyl-1-oxo-2,3-dihydro-1H-indene-2-carboxylate COC=1C=C2CC(C(C2=CC1OC)=O)(C(=O)OC)C